6,7-Dimethoxy-3-p-tolyl-quinoline COC=1C=C2C=C(C=NC2=CC1OC)C1=CC=C(C=C1)C